5-Chloro-7-nitro-4-(4-(trifluoromethyl)piperidin-1-yl)quinolin-8-ol ClC1=C2C(=CC=NC2=C(C(=C1)[N+](=O)[O-])O)N1CCC(CC1)C(F)(F)F